CC1=NC=2N(C(=C1CC1=CC=C(C=C1)SC)N1CCCC1)C=CN2 7-methyl-6-(4-(methylthio)benzyl)-5-(pyrrolidin-1-yl)imidazo[1,2-a]pyrimidine